N(=[N+]=[N-])C1=NC=2C=CC=CC2C2=C1N=C(N2CC2=CC=C(CNC(OC(C)(C)C)=O)C=C2)CCCC tert-butyl (4-((4-azido-2-butyl-1H-imidazo[4,5-c]quinolin-1-yl)methyl)benzyl)carbamate